CC=1C(=NC=C(C1)NC(C(=O)N1[C@@H](CC[C@H](C1)C)C=1C=NC(=CC1)NC)=O)NC(OC(C)(C)C)=O tert-butyl N-[3-methyl-5-[[2-[(2S,5R)-5-methyl-2-[6-(methylamino)-3-pyridyl]-1-piperidyl]-2-oxo-acetyl]amino]-2-pyridyl]carbamate